2-Oxovaleric acid O=C(C(=O)O)CCC